3,5-diethyloxycarbonyl-1,4-dihydrocollidine C(C)OC(=O)C1=C(NC(=C(C1C)C(=O)OCC)C)C